OC(CC(=O)C(CCC)(O)O)C 3-Hydroxybutyryl-Butanediol